BrC=1C(=C(COC=2C=C3CCCN(C3=CC2)C(=O)OC(C)(C)C)C=CC1)C tert-butyl 6-((3-bromo-2-methylbenzyl) oxy)-3,4-dihydroquinoline-1(2H)-carboxylate